4-(4-chlorophenoxy)-N-(3-(5-(5-oxo-4,5-dihydro-1,2,4-oxadiazol-3-yl)thiophen-3-yl)phenyl)tetrahydro-2H-pyran-4-carboxamide ClC1=CC=C(OC2(CCOCC2)C(=O)NC2=CC(=CC=C2)C2=CSC(=C2)C2=NOC(N2)=O)C=C1